(S)-3-(3,5-dimethoxyphenyl)cyclohexanone COC=1C=C(C=C(C1)OC)[C@@H]1CC(CCC1)=O